5-chloro-2-[[6-chloro-3-(4-chloro-1-piperidinyl)-4-quinolinyl]amino]benzoic acid ClC=1C=CC(=C(C(=O)O)C1)NC1=C(C=NC2=CC=C(C=C12)Cl)N1CCC(CC1)Cl